C(#N)C=1C=NC(=C(C(=O)O)C1)OC 5-cyano-2-methoxynicotinic acid